1-(4-{[(1S)-5-[2-(2-aminopyridin-3-yl)-5-(3-methylpyrazol-1-yl)imidazo[4,5-b]pyridin-3-yl]-2,3-dihydro-1H-inden-1-yl]amino}piperidin-1-yl)prop-2-en-1-one NC1=NC=CC=C1C1=NC=2C(=NC(=CC2)N2N=C(C=C2)C)N1C=1C=C2CC[C@@H](C2=CC1)NC1CCN(CC1)C(C=C)=O